C(C)OC(=O)C=1N(C2=CC=C(C=C2C1)C1CCOCC1)C1([C@H](C1)C)C#N 1-[(2S)-1-cyano-2-methyl-cyclopropyl]-5-tetrahydropyran-4-yl-indole-2-carboxylic acid ethyl ester